FC1=CC=C(C(=O)NC=2C=C3C(=CNC3=CC2)C2CC3CCCCN3CC2)C=C1 5-(4-fluorobenzoyl)amino-3-(octahydro-2H-quinolizin-2-yl)-1H-indole